1,3-dioxoisoindoline-5-formamide O=C1NC(C2=CC(=CC=C12)C(=O)N)=O